Pentyl 8-((2-(1-(N-(2-(dinonylamino)ethyl)-N-nonylglycyl)piperidin-3-yl)ethyl)(tetradecyl)amino)octanoate C(CCCCCCCC)N(CCN(CC(=O)N1CC(CCC1)CCN(CCCCCCCC(=O)OCCCCC)CCCCCCCCCCCCCC)CCCCCCCCC)CCCCCCCCC